3-[1-(2-Chlorobenzoyl)-5-{[(5-chlorothiophen-2-yl)methyl]sulfanyl}-4-cyano-1H-pyrazol-3-yl]-N,N-dimethyl-2-(trifluoromethyl)piperidin-1-carboxamid ClC1=C(C(=O)N2N=C(C(=C2SCC=2SC(=CC2)Cl)C#N)C2C(N(CCC2)C(=O)N(C)C)C(F)(F)F)C=CC=C1